CC1(CC(C1)NCC1=CC(=C2CN(C(C2=C1)=O)C1=CC(=CC=C1)C1(CC(C1)OC)C1=NN=CN1C)C(F)(F)F)C 6-(((3,3-dimethylcyclobutyl)amino)methyl)-2-(3-((1r,3r)-3-methoxy-1-(4-methyl-4H-1,2,4-triazol-3-yl)cyclobutyl)phenyl)-4-(trifluoromethyl)isoindolin-1-one